CC1=NC(=NO1)C1=CC=C2C=CN=C(C2=C1)NCCN1C(C2=CC(=CC=C2C1)C1=NOC(=N1)CCC)=O 2-[2-[[7-(5-methyl-1,2,4-oxadiazol-3-yl)-1-isoquinolinyl]amino]ethyl]-6-(5-propyl-1,2,4-oxadiazol-3-yl)isoindolin-1-one